4-(5-methoxy-2'-methyl-6-propoxy-[2,3'-bipyridyl]-5'-yl)-1,2-oxaborolan-2-ol COC=1C=CC(=NC1OCCC)C=1C(=NC=C(C1)C1CB(OC1)O)C